C(C)N1C=NC2=C1N=NC=C2C=2C=CC(=C(C2)C=2C=C1C=CN(C(C1=CC2OC)=O)C)F 6-(5-(7-Ethyl-7H-imidazo[4,5-c]pyridazin-4-yl)-2-fluorophenyl)-7-methoxy-2-methylisoquinolin-1(2H)-one